C(=C)B1OCCO1 2-vinyl-1,3,2-dioxaborolane